S1CCC2OC=CC=C21 dihydrothieno[3,2-b]pyran